NC1=CC=C(C(=N1)C1=C(C=C2C(=NC=NC2=C1)N1CCN(CC1)C(C=C)=O)C1CC1)C(F)(F)F 1-[4-[7-[6-amino-3-(trifluoromethyl)-2-pyridyl]-6-cyclopropyl-quinazolin-4-yl]piperazin-1-yl]prop-2-en-1-one